ClC1=CC(=NC=C1)N1C=C(C2=C1N=CN=C2N2[C@H](CN(CC2)C(=O)OC(C)(C)C)C)N2C(CCC2)=O tert-butyl (S)-4-(7-(4-chloropyridin-2-yl)-5-(2-oxopyrrolidin-1-yl)-7H-pyrrolo[2,3-d]pyrimidin-4-yl)-3-methylpiperazine-1-carboxylate